C(C)(C)N1C(=NN=C1)C1=CC=CC(=N1)NC(C1=CC(C(=O)NC2=CN=CO2)=CC=C1)=O N1-(6-(4-Isopropyl-4H-1,2,4-triazol-3-yl)pyridin-2-yl)-N3-(oxazol-5-yl)isophthalamide